FC1=C(C=CC(=C1)F)NC(CC)=O N-(2,4-difluorophenyl)propionamide